(1R)-1-[benzyl(benzyloxycarbonyl)amino]ethyl[tetrahydropyran-2-yl](1E)-2,2,2-trifluoro-N-phenyl-ethanimidate C(C1=CC=CC=C1)N([C@H](C)C=1C(=C(C=CC1)/N=C(\C(F)(F)F)/[O-])C1OCCCC1)C(=O)OCC1=CC=CC=C1